C(CCCCCCCCCCCCCCCCCCCCCC)(=O)SCCNC(CCNC([C@@H](C(COP(OP(OC[C@@H]1[C@H]([C@H]([C@@H](O1)N1C=NC=2C(N)=NC=NC12)O)OP(=O)(O)O)(=O)O)(=O)O)(C)C)O)=O)=O Tricosanoyl-Coenzyme A